NCCCC1=CC=C(C=C1)C1=C(C=C(C#N)C=C1)OC=1N(N=C(C1)C1=CC=CC=C1)C 4-[4-(3-aminopropyl)phenyl]-3-(2-methyl-5-phenylpyrazol-3-yl)oxybenzonitrile